ClC=1C=C(C=CC1OCCN(C)C)NC(CNC)=O N-(3-chloro-4-(2-(dimethylamino)ethoxy)phenyl)-2-(methylamino)acetamide